BrC=1C=C(C=CC1)N1C2=CC=C(C=C2C=2C=C(C=CC12)C(C)(C)C)C(C)(C)C 9-(3-bromophenyl)-3,6-di-t-butyl-9H-carbazole